[Ca+2].C(CCCCCCC\C=C/C[C@H](O)CCCCCC)(=O)[O-].C(CCCCCCC\C=C/C[C@H](O)CCCCCC)(=O)[O-] Ricinoleic acid calcium salt